4-((4-cyclopropyl-5-fluoro-2-(N-methyl-methanesulfonamido)phenyl)amino)-N-ethoxy-6-(pyridin-2-ylamino)-nicotinamide C1(CC1)C1=CC(=C(C=C1F)NC1=CC(=NC=C1C(=O)NOCC)NC1=NC=CC=C1)N(S(=O)(=O)C)C